CNC(CCNC=1C=C(C=C(C1)C1=NN(C=C1)CC=1C=NC=CC1)C1=CC=CC=C1)=O N-methyl-3-((5-(1-(pyridin-3-ylmethyl)-1H-pyrazol-3-yl)-[1,1'-biphenyl]-3-yl)amino)propanamide